phenyl (4-chloro-2-fluoro-3-methylphenyl)carbamate ClC1=C(C(=C(C=C1)NC(OC1=CC=CC=C1)=O)F)C